bis(3,3-dimethylbutyl)amine CC(CCNCCC(C)(C)C)(C)C